2-(4-chloro-3-(1,1-difluoroethyl)phenyl)-4,4,5,5-tetramethyl-1,3,2-dioxaborolane ClC1=C(C=C(C=C1)B1OC(C(O1)(C)C)(C)C)C(C)(F)F